Para-bromotoluene BrC1=CC=C(C)C=C1